7-hydroperoxy-docosatetraenoic acid O(O)C(=CC=CC=CC(=O)O)C=CCCCCCCCCCCCCC